(4-(4-Butylpiperazin-1-yl)phenyl)-5-(m-tolyl)imidazo[1,2-a]pyrazin-8-amine C(CCC)N1CCN(CC1)C1=CC=C(C=C1)C=1N=C2N(C(=CN=C2N)C=2C=C(C=CC2)C)C1